5-(naphthalen-1-yl)-1,3,4-oxadiazol-2(3H)-one C1(=CC=CC2=CC=CC=C12)C1=NNC(O1)=O